ClC1OC(=O)C2=CC=CC(=C12)Cl 3,4-dichlorophthalide